[2-[[(3R)-1-Ethyl-3-piperidyl]amino]oxazolo[4,5-b]pyridin-5-yl]-3-methoxy-5-(trifluoromethyl)phenol C(C)N1C[C@@H](CCC1)NC=1OC=2C(=NC(=CC2)C2=C(C=C(C=C2OC)C(F)(F)F)O)N1